N-[2-(1-benzylpiperidin-4-yl)ethyl]-7-methyl-2-[3-(trifluoromethoxy)phenyl]pyrazolo[1,5-a]pyrimidine-6-carboxamide C(C1=CC=CC=C1)N1CCC(CC1)CCNC(=O)C=1C=NC=2N(C1C)N=C(C2)C2=CC(=CC=C2)OC(F)(F)F